CC1(NCCC(C1)C(=O)NC1CCC(CC1)(C(F)(F)F)O)C 2,2-dimethyl-N-[(1r,4r)-4-hydroxy-4-(trifluoromethyl)cyclohexyl]Piperidine-4-carboxamide